triarachidyl phosphate P(=O)(OCCCCCCCCCCCCCCCCCCCC)(OCCCCCCCCCCCCCCCCCCCC)OCCCCCCCCCCCCCCCCCCCC